COC=1C=C(C=CC1OC)C1=CC=NC=2N1N=C(C2)C(=O)NC2=CC=C(C=C2)N(C)C 7-(3,4-dimethoxyphenyl)-N-(4-(dimethylamino)phenyl)pyrazolo[1,5-a]pyrimidine-2-carboxamide